C1[C@H](O)[C@H](O)[C@H](O1)CO 1-deoxyribofuranose